N1N=CC(=C1)C1=CNC2=C(C=CC=C12)NC(C(CN)C1=CC(=CC=C1)O)=O N-(3-(1H-pyrazol-4-yl)-1H-indol-7-yl)-3-amino-2-(3-hydroxyphenyl)propionamide